4,4,5,5-tetramethyl-2-(4-(phenanthren-2-yl)phenyl)-1,3,2-dioxaborolan CC1(OB(OC1(C)C)C1=CC=C(C=C1)C1=CC=2C=CC3=CC=CC=C3C2C=C1)C